(cis-1-((difluoromethoxy)methyl)-3-methyl-6-azabicyclo[3.1.1]heptan-6-yl)(pyridin-2-yl)methanone FC(OCC12CC(CC(N1C(=O)C1=NC=CC=C1)C2)C)F